BrC1=CN(C2=CC=C(C=C2C1=O)OCCOC)C(C)C 3-bromo-1-isopropyl-6-(2-methoxyethoxy)quinolin-4(1H)-one